O=S1(NC(CC1)C1=CC=CC=C1)=O 1,1-dioxido-3-phenylisothiazolidin